C(C)(C)(C)OC(=O)N[C@H](C(=O)O)CCCN1C(NC(C1=O)(C)C)=N (S)-2-((tert-butoxycarbonyl)amino)-5-(2-imino-4,4-dimethyl-5-oxoimidazolidin-1-yl)pentanoic acid